CC1(OB(OC1(C)C)C1=CC=C(C(=O)OCCCC#CC2=C3CN(C(C3=CC=C2)=O)C2C(NC(CC2)=O)=O)C=C1)C 5-(2-(2,6-Dioxopiperidin-3-yl)-1-oxoisoindolin-4-yl)pent-4-yn-1-yl 4-(4,4,5,5-tetramethyl-1,3,2-dioxaborolan-2-yl)benzoate